[(3aR,4R,6R,6aR)-4-(2-chloro-6-spiro[indoline-3,4'-tetrahydropyran]-1-yl-purin-9-yl)-2,2-dimethyl-3a,4,6,6a-tetrahydrofuro[3,4-d][1,3]dioxol-6-yl]methanol ClC1=NC(=C2N=CN(C2=N1)[C@@H]1O[C@@H]([C@H]2OC(O[C@H]21)(C)C)CO)N2CC1(CCOCC1)C1=CC=CC=C21